1-methyl-5-(3-methyl-4-(trifluoromethyl)phenyl)-3-(pyrrolidin-1-ylmethyl)-1H-1,2,4-triazole CN1N=C(N=C1C1=CC(=C(C=C1)C(F)(F)F)C)CN1CCCC1